BrC=1C(=C(C=2N=C(SC2C1)C)C(=O)N(CC1=CC=C(C=C1)OC)C(C(=O)NC(C)(C)C)C1=C(C=CC(=C1)F)Cl)F 6-bromo-N-[1-(2-chloro-5-fluorophenyl)-2-[(2-methylprop-2-yl)amino]-2-oxoethyl]-5-fluoro-N-[(4-methoxyphenyl)methyl]-2-methylbenzo[2,1-d][1,3]thiazole-4-carboxamide